8-[[5-[[2,4-dichloro-5-(2-pyridyl)benzoyl]amino]-1-phenyl-pyrazole-3-carbonyl]amino]octanoic acid ClC1=C(C(=O)NC2=CC(=NN2C2=CC=CC=C2)C(=O)NCCCCCCCC(=O)O)C=C(C(=C1)Cl)C1=NC=CC=C1